O[C@H]1CC[C@@]2([C@H]3CC[C@]4([C@H]([C@@H]3CC=C2C1)CC[C@@H]4[C@@H](CCC(=O)N4CCN(CC4)S(=O)(=O)N)C)C)C 4-[(4R)-4-[(1R,3aS,3bS,7S,9aR,9bS,11aR)-7-hydroxy-9a,11a-dimethyl-1H,2H,3H,3aH,3bH,4H,6H,7H,8H,9H,9aH,9bH,10H,11H,11aH-cyclopenta[a]phenanthren-1-yl]pentanoyl]piperazine-1-sulfonamide